Cl.Cl.C12CC(CC(CC1)N2)N2CCC(CC2)C2=CC1=C(N(C(=N1)C1=CC=C(C=C1)S(=O)(=O)C)C)C(=C2)F 5-(1-(8-azabicyclo[3.2.1]oct-3-yl)piperidin-4-yl)-7-fluoro-1-methyl-2-(4-(methylsulfonyl)phenyl)-1H-benzo[d]imidazole dihydrochloride